NC(C(=O)OCC1=CC=CC=C1)C1=CC(=C(C=C1)F)OC(F)(F)F benzyl 2-amino-2-(4-fluoro-3-(trifluoromethoxy)phenyl)acetate